chlorobis(α-hydroxyisopropyl)benzene ClC=1C(=C(C=CC1)C(C)(C)O)C(C)(C)O